7-(2-fluorophenyl)-2,3-dihydropyrazolo[5,1-b][1,3]oxazole-6-carboxylic acid ethyl ester C(C)OC(=O)C1=NN2C(OCC2)=C1C1=C(C=CC=C1)F